(S)-6-fluoro-5-(4-((5-fluoro-2-methyl-3-oxo-4H-quinoxalin-6-yl)methyl)-2-methylpiperazin-1-yl)-N-(methyl-d3)pyridine-2-carboxamide FC1=C(C=CC(=N1)C(=O)NC([2H])([2H])[2H])N1[C@H](CN(CC1)CC=1C(=C2NC(C(=NC2=CC1)C)=O)F)C